benzo[d]oxazin C1C2=C(C=NO1)C=CC=C2